CNC(=O)C=1C=C(COC2=NSC(=C2C(=O)N)NC(=O)NCCC2CCN(CC2)C)C=CC1 3-((3-(methylcarbamoyl)benzyl)oxy)-5-(3-(2-(1-methylpiperidin-4-yl)ethyl)ureido)isothiazole-4-Carboxamide